(4Z)-7-hydroxy-4-heptenyl acetate C(C)(=O)OCCC\C=C/CCO